(trans)-N-(5-chloro-6-(2H-1,2,3-triazol-2-yl)pyridin-3-yl)-2-fluoro-8-methyl-8-(thiazol-5-yl)-7,8-dihydro-6H-cyclopenta[e]pyrazolo[1,5-a]pyrimidine-6-carboxamide ClC=1C=C(C=NC1N1N=CC=N1)NC(=O)[C@@H]1C[C@](C2=C1C=NC=1N2N=C(C1)F)(C1=CN=CS1)C